FC=1C(=NC(=NC1)NC1=NC=C(C=C1)CN1CCN(CC1)C1COC1)C1=CC2=C(N=C3COCC(N32)C)C(=C1)F 5-fluoro-4-(9-fluoro-4-methyl-3,4-dihydro-1H-benzo[4,5]imidazo[2,1-c][1,4]oxazin-7-yl)-N-(5-((4-(oxetan-3-yl)piperazin-1-yl)methyl)pyridin-2-yl)pyrimidin-2-amine